Rel-5-[[2-[(2R,5S)-5-methyl-2-(4-thiazol-2-ylphenyl)-1-piperidyl]-2-oxo-acetyl]amino]pyridine-3-carboxamide C[C@H]1CC[C@@H](N(C1)C(C(=O)NC=1C=C(C=NC1)C(=O)N)=O)C1=CC=C(C=C1)C=1SC=CN1 |o1:1,4|